IC1=CC(=C(C(=O)N)C=C1)N1CCC2(CC2)CC1 4-iodo-2-(6-azaspiro[2.5]oct-6-yl)benzamide